FC1=CC(=C(C=C1)N[C@H](C)C=1C=C(C=C2C(N(C(=NC12)C1COCCC1)C)=O)C)S(=O)(=O)C 8-((R)-1-((4-fluoro-2-(methylsulfonyl)phenyl)amino)ethyl)-3,6-dimethyl-2-(tetrahydro-2H-pyran-3-yl)quinazolin-4(3H)-one